1-(1,2,3,4-tetrahydro-2-isoquinolinyl)-3-phenylbut-3-ene C1N(CCC2=CC=CC=C12)CCC(=C)C1=CC=CC=C1